2-bromo-4-[(3R)-oxopent-3-yloxy]-1,3-benzothiazole-6-carboxylic acid methyl ester COC(=O)C1=CC2=C(N=C(S2)Br)C(=C1)O[C@H](CC)CC=O